4-[3,5-bis(trifluoromethyl)phenoxyl-3-methoxyphenyl]-1H,2H,3H,4H,6H-pyrrolo[3,4-b]pyridin-2-one FC(C=1C=C(OC2=C(C=CC=C2OC)C2C=3C(NC(C2)=O)=CNC3)C=C(C1)C(F)(F)F)(F)F